C(C)(C)(C)OC(=O)N1CCN(CC1)C1=NC=C(C=N1)OC=1C=C(C=C(C1)CO)C1=CC(=CC(=C1)Cl)Cl 4-(5-((3',5'-dichloro-5-(hydroxymethyl)-[1,1'-biphenyl]-3-yl)oxy)pyrimidin-2-yl)piperazine-1-carboxylic acid tert-butyl ester